CC1=NC(=NO1)C(=O)N 5-methyl-[1,2,4]oxadiazole-3-carboxylic acid amide